2,4,6-tris(m-terphenyl-5'-yl)boroxine C1(=CC=CC=C1)C1=CC(=CC(=C1)B1OB(OB(O1)C=1C=C(C=C(C1)C1=CC=CC=C1)C1=CC=CC=C1)C=1C=C(C=C(C1)C1=CC=CC=C1)C1=CC=CC=C1)C1=CC=CC=C1